BrC=1SC(=C(N1)Br)C 2,4-dibromo-5-methyl-thiazole